tert-butyl (5-(3-(((1r,4r)-4-(5-chloro-2-methylnicotinamido)cyclohexyl)methyl)-2-oxo-2,3-dihydro-1H-benzo[d]imidazol-1-yl)pyridin-3-yl)(methyl)carbamate ClC=1C=NC(=C(C(=O)NC2CCC(CC2)CN2C(N(C3=C2C=CC=C3)C=3C=C(C=NC3)N(C(OC(C)(C)C)=O)C)=O)C1)C